C(C)(C)N1N=C(C=C1C(F)(F)F)SSC=1N=CN(C1C(F)(F)F)C(C)C 1-isopropyl-3-((1-isopropyl-5-(trifluoromethyl)-1H-imidazol-4-yl)disulfanyl)-5-(trifluoromethyl)-1H-pyrazole